4-methoxy-6-methyl-pyridine-2,3-diamine COC1=C(C(=NC(=C1)C)N)N